C[C@@H]1CN(C[C@@H](O1)C)C(=O)C=1C2=C(N(N1)CC(=O)N1C[C@@H]([C@@H](CC1)C1=CC=CC=C1)C)CCC2 2-{3-[(2R,6S)-2,6-dimethylmorpholine-4-carbonyl]-5,6-dihydrocyclopenta[c]pyrazol-1(4H)-yl}-1-[(3R,4R)-3-methyl-4-phenylpiperidin-1-yl]ethan-1-one